3,4,5-trimethoxybenzonitrile COC=1C=C(C#N)C=C(C1OC)OC